BrC1=CC=C(C=C1)N[C@H](CC(=O)NC(OC(C)C)=O)C isopropyl (S)-(3-((4-bromophenyl)amino)butanoyl)carbamate